5,6-dimethyl-3-nitropyridine CC=1C=C(C=NC1C)[N+](=O)[O-]